7-Chloro-N-methyl-5-(1H-pyrrol-2-yl)-3H-1,4-benzodiazepin-2-amine ClC=1C=CC2=C(C(=NCC(=N2)NC)C=2NC=CC2)C1